C(CC)C1=C(C(=O)N)C=CN=C1 propylisonicotinamide